B(O)(O)C1=CC=C(C=C1)C[C@@H](C(N1[C@@H](CCC1)C(=O)N1C[C@H](OCC1)C1=CC=CC=C1)=O)NC(=O)C1=CC2=C(S1)C=CC(=C2)C(F)(F)P(O)(O)=O ((2-(((S)-3-(4-boronophenyl)-1-oxo-1-((S)-2-((R)-2-phenylmorpholine-4-carbonyl)pyrrolidin-1-yl)propan-2-yl)carbamoyl)benzo[b]thiophen-5-yl)difluoromethyl)phosphonic acid